(E)-4-(dimethylamino)-1-(10-((4-(1-(pyridin-2-yl)ethoxy)phenyl)amino)-2,3-dihydro-4H-[1,4]oxazino[2,3-f]quinazolin-4-yl)but-2-en-1-one CN(C/C=C/C(=O)N1CCOC2=C3C(=NC=NC3=CC=C21)NC2=CC=C(C=C2)OC(C)C2=NC=CC=C2)C